21-[4-(2,6-bis(1-pyrrolidinyl)-4-pyrimidinyl)-1-piperazinyl]-20-methyl-pregna-1,4-dien-3-one N1(CCCC1)C1=NC(=CC(=N1)N1CCN(CC1)CC([C@H]1CC[C@H]2[C@@H]3CCC4=CC(C=C[C@]4(C)[C@H]3CC[C@]12C)=O)C)N1CCCC1